C(C)(C)OC(CP(=O)CCOC(C)C)=O 2-(isopropoxyethylphosphinyl)-acetic acid isopropyl ester